O=[O+][O-].[N+](=O)(O)[O-] nitrate trioxygen